1-(2-isocyanatophenyl)ethan-1-one N(=C=O)C1=C(C=CC=C1)C(C)=O